COC=1C=C(C(=CC1)OC)CO (3,6-dimethoxyphenyl)methanol